ClC=1C=CN2C3=C([C@@H](CCC13)N[S@](=O)C(C)(C)C)N=C2 |r| (RS)-N-((RS)-6-chloro-8,9-dihydro-7H-imidazo[4,5,1-ij]quinolin-9-yl)-2-methylpropane-2-sulfinamide